C(C)O[Si](OCC)(OCC)OCC TETRAETHYL-oxysilane